ClC=1N=C(C(=NC1)SC1=C(C(=NC=C1)C)F)C 5-chloro-2-((3-fluoro-2-methylpyridin-4-yl)thio)-3-methylpyrazine